C(C)(=O)OC1=CC=C(C=C1)C(C(=O)C1=CC=CC=C1)CC(=O)C1=CC=CC=C1 2-(4-acetoxyphenyl)-1,4-diphenylbutane-1,4-dione